C(C1=CC=CC=C1)(=O)N1CCC2=CC(=CC=C12)[C@@H](C)NC(C1=CC=C(C=C1)F)=O (R)-N-(1-(1-(benzoyl)-2,3-dihydro-1H-indol-5-yl)ethyl)-4-fluorobenzamide